BrC1=CC2=C(C(=N1)NC=1C=CC(=C(C(=O)NC)C1)Cl)N(C=N2)C(C)C 5-((6-bromo-3-isopropyl-3H-imidazo[4,5-c]pyridin-4-yl)amino)-2-chloro-N-methylbenzamide